dichloro-dispiro[[1,3]dioxolane-2,1'-cyclohexane-4',1''-indene] ClC1=C(C2(C3=CC=CC=C13)CCC1(CC2)OCCO1)Cl